4-(6-((3aR,6aS)-hexahydropyrrolo[3,4-c]pyrrol-2(1H)-yl)pyridin-3-yl)-6-(1-methyl-1H-pyrazol-3-yl)pyrazolo[1,5-a]pyridine-3-carbonitrile hydrochloride Cl.C1N(C[C@@H]2[C@H]1CNC2)C2=CC=C(C=N2)C=2C=1N(C=C(C2)C2=NN(C=C2)C)N=CC1C#N